4-(acetoxyimino)-4-phenylbut-2-enoic acid ethyl ester C(C)OC(C=CC(C1=CC=CC=C1)=NOC(C)=O)=O